bis(cyclopentadienyl)bis[2,6-difluoro-3-(N-butyl-(2,2-dimethyl-3-chloropropionyl)amino)phenyl]titanium C1(C=CC=C1)[Ti](C1=C(C(=CC=C1F)N(CCCC)C(C(CCl)(C)C)=O)F)(C1=C(C(=CC=C1F)N(CCCC)C(C(CCl)(C)C)=O)F)C1C=CC=C1